O=C1N(C(C=C1)=O)CCOCCOCCC=O 3-{2-[2-(2,5-dioxo-2,5-dihydro-1H-pyrrol-1-yl)ethoxy]ethoxy}propanal